NC1=C2C(=NC=N1)N(N=C2C2=CC=C(C=C2)OC2=CC=CC=C2)C2CCN(CC2)CC2=C(C=NC=C2F)NC2C(NC(CC2)=O)=O 3-((4-((4-(4-amino-3-(4-phenoxyphenyl)-1H-pyrazolo[3,4-d]pyrimidin-1-yl)piperidin-1-yl)methyl)-5-fluoropyridin-3-yl)amino)piperidine-2,6-dione